1,N1'-([1,1'-biphenyl]-4,4'-diyl)bis(N1-phenyl-N4,N4-di-m-tolylbenzene-1,4-diamine) C1(=CC=C(C=C1)C1(CC=C(C=C1)N(C=1C=C(C=CC1)C)C=1C=C(C=CC1)C)NC1=CC=CC=C1)C1=CC=C(C=C1)N(C1=CC=C(C=C1)N(C=1C=C(C=CC1)C)C=1C=C(C=CC1)C)C1=CC=CC=C1